2-(4-fluorophenyl)-3-(3-methyl-1H-pyrazolo[3,4-b]pyridin-4-yl)-6-(trifluoromethyl)-6,7-dihydro-4H-pyrazolo[5,1-c][1,4]oxazine FC1=CC=C(C=C1)C1=NN2C(COC(C2)C(F)(F)F)=C1C1=C2C(=NC=C1)NN=C2C